C(#N)C1=C(OCC(CNCCNC(=O)NC2=CC=CC=C2)O)C=CC=C1 1-(2-((3-(2-cyanophenoxy)-2-hydroxypropyl)amino)ethyl)-3-phenylurea